6-chloro-N-(4-(chlorodifluoromethoxy)phenyl)-5-nitronicotinamide ClC1=NC=C(C(=O)NC2=CC=C(C=C2)OC(F)(F)Cl)C=C1[N+](=O)[O-]